COC1=COC=C1CC=C 3-methoxy-4-(prop-2-en-1-yl)furan